C(C)(=O)N1CCC(CC1)N 1-Acetylpiperidin-4-amine